C(N)(=N)C=1N=C(C=2N(C1)C=CN2)CC2=C(C=C(C(=O)OC)C=C2)F methyl 4-({6-carbamimidoylimidazo[1,2-a]pyrazin-8-yl}methyl)-3-fluorobenzoate